NC1=C(C=CC=C1)NC(CCCCC(C(NC=1SC=C(N1)C1=CC=NC=C1)=O)NC(OC)=O)=O methyl (7-((2-aminophenyl) amino)-1,7-dioxo-1-((4-(pyridin-4-yl)thiazol-2-yl)amino)heptan-2-yl)carbamate